(R)-3-cyclopropyl-2-fluoro-6-(4-methyl-7-(1-methylpiperidin-3-yl)-7H-imidazo-[4,5-c]pyridazin-3-yl)phenol C1(CC1)C=1C(=C(C(=CC1)C1=C(C2=C(N=N1)N(C=N2)[C@H]2CN(CCC2)C)C)O)F